2-[3-(2,6-diazaspiro[3.5]non-2-yl)-1,2,4-triazin-6-yl]-5-(1H-pyrazol-4-yl)phenol dihydrochloride Cl.Cl.C1N(CC12CNCCC2)C=2N=NC(=CN2)C2=C(C=C(C=C2)C=2C=NNC2)O